Ethyl (5-(2-fluoro-5-((5-methyl-4-oxo-3,4-dihydrophthalazin-1-yl)methyl)phenyl)-1H-benzoimidazol-2-yl)carbamate FC1=C(C=C(C=C1)CC1=NNC(C2=C(C=CC=C12)C)=O)C1=CC2=C(NC(=N2)NC(OCC)=O)C=C1